C(=O)O.ClC1=C(C(=O)N2CCC(CC2)C(=O)NC2CCNCC2)C=CC(=C1)NC(=O)C=1N(C(=CN1)C1=C(C(=C(C=C1)OC(F)F)F)F)C 1-(2-chloro-4-(5-(4-(difluoromethoxy)-2,3-difluorophenyl)-1-methyl-1H-imidazole-2-carboxamido)benzoyl)-N-(piperidin-4-yl)piperidine-4-carboxamide formate